2,2-dimethyl-N-(1-methylpiperidin-4-yl)-3-(2-(trifluoromethyl)phenoxy)propanamide β-(3,5-di-tert-butyl-4-hydroxyphenyl)propionate C(C)(C)(C)C=1C=C(C=C(C1O)C(C)(C)C)CCC(=O)O.CC(C(=O)NC1CCN(CC1)C)(COC1=C(C=CC=C1)C(F)(F)F)C